1,6-naphthyridin-6-ium N1=CC=CC2=C[NH+]=CC=C12